trans-N-(6-(1,2-dimethyl-1H-imidazol-5-yl)isoquinolin-3-yl)-4-(hydroxymethyl)cyclohexane-1-carboxamide CN1C(=NC=C1C=1C=C2C=C(N=CC2=CC1)NC(=O)[C@@H]1CC[C@H](CC1)CO)C